2-chloro-N-(3-((4-((1-cyclohexylpiperidin-4-yl)amino)-6,7-dimethoxyquinazolin-2-yl)amino)propyl)acetamide ClCC(=O)NCCCNC1=NC2=CC(=C(C=C2C(=N1)NC1CCN(CC1)C1CCCCC1)OC)OC